CONCC=1C(NC(NC1)=S)=O 5-methoxyaminomethyl-2-thiouracil